1-(2-butenyl)-3-methylimidazolium tetrafluoroborate F[B-](F)(F)F.C(C=CC)N1C=[N+](C=C1)C